2-(benzyloxy)-9-bromo-1-methylpyrazolo[1,5-a]thieno[3,2-c]pyridine-8-carboxylic acid methyl ester COC(=O)C1=C(C=2C=3N(C=CC2S1)N=C(C3C)OCC3=CC=CC=C3)Br